2-((2-oxo-4-(1-((2-(trimethylsilyl)ethoxy)methyl)-1H-pyrazol-4-yl)pyridin-1(2H)-yl)methyl)oxazole-4-carboxylic acid O=C1N(C=CC(=C1)C=1C=NN(C1)COCC[Si](C)(C)C)CC=1OC=C(N1)C(=O)O